BrC1=CC=C2C=CN(C2=C1)COCC[Si](C)(C)C 6-bromo-1-((2-(trimethylsilyl)ethoxy)methyl)-1H-indole